2-(benzyl-(2-hydroxyethyl)amino)-1-(2-methylpyridin-4-yl)ethan-1-one C(C1=CC=CC=C1)N(CC(=O)C1=CC(=NC=C1)C)CCO